ClCC1=CC(N=C(N1)C)=O 6-(chloromethyl)-2-methyl-1H-pyrimidin-4-one